7-((S)-1-methoxypropane-2-yl)-2-((1-(1-methoxypropane-2-yl)-3-(oxetan-3-yloxy)-1H-pyrazol-4-yl)amino)-7H-pyrrolo[2,3-d]pyrimidine-6-carbonitrile COC[C@H](C)N1C(=CC2=C1N=C(N=C2)NC=2C(=NN(C2)C(COC)C)OC2COC2)C#N